(3S,4R)-3-acrylamido-4-((5-((cyclopropyl-methyl)amino)-7-(2,6-dichloro-3,5-dimethoxyphenyl)-2,6-naphthyridin-3-yl)amino)-N-methylpyrrolidine-1-carboxamide C(C=C)(=O)N[C@H]1CN(C[C@H]1NC=1N=CC2=CC(=NC(=C2C1)NCC1CC1)C1=C(C(=CC(=C1Cl)OC)OC)Cl)C(=O)NC